[Ni].[Au].FC(CCC(C)(C)C=1C(=NC2=CC=CC=C2C1)C1=C(C(=CC=C1)C)C)(F)F (trifluorodimethylbutyl)(dimethylphenyl)quinoline gold-nickel